3-amino-8-iodo-1-naphthoic acid NC=1C=C(C2=C(C=CC=C2C1)I)C(=O)O